2-chloro-5-fluoronicotinonitrile ClC1=C(C#N)C=C(C=N1)F